ClC1=NC=C(C(=N1)NC=1C(=CC=CC1)N)Cl N1-(2,5-dichloropyrimidin-4-yl)benzene-1,2-diamine